tert-butyl (3-(2,6-dioxopiperidin-3-yl)-6-iodo-2-oxo-2,3-dihydrobenzo[d]oxazol-7-yl)carbamate O=C1NC(CCC1N1C(OC2=C1C=CC(=C2NC(OC(C)(C)C)=O)I)=O)=O